ethyl 2-chloro-5-methylphenylacetate ClC1=C(C=C(C=C1)C)CC(=O)OCC